N[C@H](CC(=O)O)C(=O)N1CCN(CC1)C(C1=C(C=C(C=C1)NC(=O)C=1N(C(=CN1)C=1C(=NN(C1)C1=NC=C(C=C1)N)C(F)(F)F)C)Cl)=O (3R)-3-amino-4-[4-[4-[[5-[1-(5-amino-2-pyridyl)-3-(trifluoromethyl)pyrazol-4-yl]-1-methyl-imidazole-2-carbonyl]amino]-2-chloro-benzoyl]piperazino]-4-keto-butyric acid